(5r,8r)-4-(benzyloxy)-8-(2-(2-(2-bromoethoxy)ethoxy)ethoxy)-3-mesityl-1-oxaspiro[4.5]dec-3-en-2-one C(C1=CC=CC=C1)OC1=C(C(OC12CCC(CC2)OCCOCCOCCBr)=O)C2=C(C=C(C=C2C)C)C